C(=C)[Si](C1=CC=C(C=C1)[Si](OC)(OC)C=C)(OC)OC 1,4-bis(vinyldimethoxysilyl)benzene